methyl 2-(6-nitro-2,3-dihydro-4H-benzo[b][1,4]oxazin-4-yl)-2-phenylacetate [N+](=O)([O-])C1=CC2=C(OCCN2C(C(=O)OC)C2=CC=CC=C2)C=C1